CC=1C=C(C=C(C1)C)C1=C(C(=NC(=C1N1C2=C(C=3C=CC=CC13)N=CC=C2)N2C1=CC=C(C=C1C=1C=C(C=CC21)C2=CC=CC=C2)C2=CC=CC=C2)N2C1=CC=C(C=C1C=1C=C(C=CC21)C2=CC=CC=C2)C2=CC=CC=C2)N2C1=C(C=3C=CC=CC23)N=CC=C1 5,5'-(4-(3,5-dimethylphenyl)-2,6-bis(3,6-diphenyl-9H-carbazol-9-yl)pyridine-3,5-diyl)bis(5H-pyrido[3,2-b]indole)